C(C=C)(=O)N1[C@H](CN(C[C@H]1C)C1=NC(N2C3=C(C(=C(C=C13)C(F)(F)F)C1=C(C=C(C(=C1)Cl)F)F)SC[C@@H]2COCOC)=O)C (3S)-7-((3S,5R)-4-acryloyl-3,5-dimethylpiperazin-1-yl)-10-(5-chloro-2,4-difluorophenyl)-3-((methoxymethoxy)methyl)-9-(trifluoromethyl)-2H-[1,4]thiazino[2,3,4-ij]quinazolin-5(3H)-one